Cl.NC1=C(C=C(C=C1)B(O)O)F 4-AMINO-3-FLUOROPHENYLBORONIC ACID HYDROCHLORIDE